[N+](=O)([O-])C1=C(C=CC(=C1)C=1NC(C2=C(N1)NN=N2)=O)C2=CC=C(C=C2)C(=O)O 2'-nitro-4'-(7-oxo-6,7-dihydro-3H-[1,2,3]triazolo[4,5-d]pyrimidin-5-yl)-[1,1'-biphenyl]-4-carboxylic acid